tri-n-butylethylammonium C(CCC)[N+](CC)(CCCC)CCCC